FC1=C(C=CC=C1F)C1CN(CC12CCC2)C(=O)C2=CN=CC(N2)=O 6-(8-(2,3-difluorophenyl)-6-azaspiro[3.4]octane-6-carbonyl)pyrazin-2(1H)-one